(R)-1-(2,5-difluoropyridin-3-yl)ethyl (1-methyl-4-(5-(3-(methylsulfonyl) bicyclo[1.1.1]pentane-1-carboxamido) pyridin-2-yl)-1H-1,2,3-triazol-5-yl)carbamate CN1N=NC(=C1NC(O[C@H](C)C=1C(=NC=C(C1)F)F)=O)C1=NC=C(C=C1)NC(=O)C12CC(C1)(C2)S(=O)(=O)C